O1C(=NCC1)C=1C=NC=CC1 3-(4,5-dihydro-1,3-oxazol-2-yl)pyridine